C(C=C)(=O)OC(C(F)(F)F)C(F)(F)F 1,1,1,3,3,3-hexafluoropropane-2-yl acrylate